CCC(=O)OC[C@@]1([C@H](CC[C@]2([C@H]1C[C@@H]([C@@]3([C@@H]2[C@H](C4=C(O3)C=C(OC4=O)C5=CN=CC=C5)O)C)OC(=O)CC)C)OC(=O)CC)C The molecule is a sesquiterpenoid that consists of a heterotetracyclic system linked to a pyridine moiety. Isolated from the fungus, Aspergillus fumigatus, it exhibits inhibitory activity against acyl-CoA:cholesterol acyltransferase 2. It has a role as an acyl-CoA:cholesterol acyltransferase 2 inhibitor and an Aspergillus metabolite. It is an organic heterotetracyclic compound, a sesquiterpenoid, a member of pyridines and a carboxylic ester.